N1(N=CC=C1)C1=CC=C(CN2C3=C(O[C@H](C2)C(=O)N[C@@H]2[C@H](CCCC2)O)C=CC=C3)C=C1 (R)-4-(4-(1H-pyrazol-1-yl)benzyl)-N-((1S,2S)-2-hydroxycyclohexyl)-3,4-dihydro-2H-benzo[b][1,4]oxazine-2-carboxamide